ClC=1C=CC2=C(CC(CC=3N2C(=NN3)C3CCC(CC3)(F)F)NC(C)C)C1 8-Chloro-1-(4,4-difluorocyclohexyl)-N-(propan-2-yl)-5,6-dihydro-4H-[1,2,4]triazolo[4,3-a][1]benzazepin-5-amin